C1(CC1)C(=O)N1CCC(CC1)C1=NC2=C(N1)C=C(C=C2)C2=NNC1=CC=C(C=C21)O[C@H](C)C2=C(C=NC=C2Cl)Cl (R)-cyclopropyl-(4-(6-(5-(1-(3,5-dichloropyridin-4-yl)ethoxy)-1H-indazol-3-yl)-1H-benzo[d]imidazol-2-yl)piperidin-1-yl)methanone